2-ethyl-N-{8-fluoro-2-methylimidazo[1,2-a]pyridin-6-yl}-4-[3-(methylamino)pyrrolidin-1-yl]indazole-7-carboxamide C(C)N1N=C2C(=CC=C(C2=C1)N1CC(CC1)NC)C(=O)NC=1C=C(C=2N(C1)C=C(N2)C)F